3-(5-((3-(4'-chloro-[1,1'-biphenyl]-2-carbonyl)-3,6-diazabicyclo[3.1.1]heptan-6-yl)methyl)-7-fluoro-1-oxoisoindolin-2-yl)piperidine-2,6-dione ClC1=CC=C(C=C1)C=1C(=CC=CC1)C(=O)N1CC2N(C(C1)C2)CC=2C=C1CN(C(C1=C(C2)F)=O)C2C(NC(CC2)=O)=O